5-(2-(5-Fluoro-5-methyl-2-phenylpiperidin-1-yl)-2-oxoacetamido)Nicotinamide FC1(CCC(N(C1)C(C(=O)NC=1C=NC=C(C(=O)N)C1)=O)C1=CC=CC=C1)C